COC=1C=C(C=C(C1)CC(=O)O)C (5-methoxy-3-methylphenyl)acetic acid